chrysenol C1(=CC=CC=2C3=CC=C4C=CC=CC4=C3C=CC12)O